1-(4-fluorophenyl)-2-(1H-1,2,4-triazol-1-yl)ethanone FC1=CC=C(C=C1)C(CN1N=CN=C1)=O